5-chloro-1'-[2-(3-iodo-4-methanesulfonylphenoxy)ethyl]-1,2-dihydrospiro[indole-3,4'-piperidin]-2-one ClC=1C=C2C(=CC1)NC(C21CCN(CC1)CCOC1=CC(=C(C=C1)S(=O)(=O)C)I)=O